3-[5-[4-(dimethoxymethyl)-1-piperidyl]-1-oxo-isoindolin-2-yl]piperidine-2,6-dione COC(C1CCN(CC1)C=1C=C2CN(C(C2=CC1)=O)C1C(NC(CC1)=O)=O)OC